2-(4-(benzyloxy)phenyl)-4-chloro-1H-pyrrolo[2,3-b]pyridine C(C1=CC=CC=C1)OC1=CC=C(C=C1)C1=CC=2C(=NC=CC2Cl)N1